ClC1=CC=C(C(=N1)C(=O)O)NC(C)C=1C=C(C=C2C(N(C(=NC12)N1C[C@@H]2C([C@@H]2C1)O)C)=O)C 6-Chloro-3-((1-(2-((1R,5S,6s)-6-hydroxy-3-azabicyclo[3.1.0]hexan-3-yl)-3,6-dimethyl-4-oxo-3,4-dihydroquinazolin-8-yl)ethyl)amino)picolinic acid